NC1=NC(=C(C=C1C=1C=C2C(=CNC(C2=C(C1)F)=O)Cl)C1=CC=C(C=C1)N1CCN(CC1)C(C)C)F 6-(2-amino-6-fluoro-5-(4-(4-isopropylpiperazin-1-yl)phenyl)pyridin-3-yl)-4-chloro-8-fluoroisoquinolin-1(2H)-one